N=1NN=C2C1C=CC(=C2)CC2N(CCC(C2)C(=O)N)C(=O)C2=NNC(=C2)C2=CC(=NC=C2Cl)OC ((2H-benzo[d][1,2,3]triazol-5-yl)methyl)-1-(5-(5-chloro-2-methoxypyridin-4-yl)-1H-pyrazole-3-carbonyl)piperidine-4-carboxamide